N-((2S,3R)-1-(((R)-1-(4,8-dioxo-1,3,6,2-trioxaborocan-2-yl)-3-methylbutyl)amino)-3-hydroxy-1-oxobutan-2-yl)-6-phenylpicolinamide O=C1OB(OC(COC1)=O)[C@H](CC(C)C)NC([C@H]([C@@H](C)O)NC(C1=NC(=CC=C1)C1=CC=CC=C1)=O)=O